ON(C1=CC=C(C=C1)NC(OC(C)(C)C)=O)O tert-butyl (4-(dihydroxyamino)phenyl)carbamate